NC=1C(=NC(=NC1C1=C2C=NN(C2=CC=C1C)C1OCCCC1)C1=CC(=NC=C1NC1=NC=CC=C1F)F)C(=O)OCC ethyl 5-amino-2-(2-fluoro-5-((3-fluoropyridin-2-yl)amino)pyridin-4-yl)-6-(5-methyl-1-(tetrahydro-2H-pyran-2-yl)-1H-indazol-4-yl)pyrimidine-4-carboxylate